1-(3-(difluoromethoxy)phenyl)-7-fluoro-3-isopropyl-2-oxo-2,3-dihydro-1H-benzo[d]imidazole-5-carboxylic acid FC(OC=1C=C(C=CC1)N1C(N(C2=C1C(=CC(=C2)C(=O)O)F)C(C)C)=O)F